ClC=1C=NC(=C2C(C=C(N(C12)C1=C(C=C(C=C1Cl)F)Cl)C)=O)OCC(=O)NC 2-((8-chloro-1-(2,6-dichloro-4-fluorophenyl)-2-methyl-4-oxo-1,4-dihydro-1,6-naphthyridin-5-yl)oxy)-N-methylacetamide